tert-butyl 3-(4-(7-(2-hydroxypropan-2-yl)-6-(6-(trifluoromethyl)pyridine-2-carboxamido)imidazo[1,2-a]pyridin-2-yl)piperidin-1-yl)azetidine-1-carboxylate OC(C)(C)C1=CC=2N(C=C1NC(=O)C1=NC(=CC=C1)C(F)(F)F)C=C(N2)C2CCN(CC2)C2CN(C2)C(=O)OC(C)(C)C